(R)-2-(2-methylpyridin-4-yl)-N-(tetrahydrofuran-3-yl)-1-((2-(trimethylsilyl)ethoxy)methyl)-1H-pyrrolo[3,2-c]pyridin-6-amine CC1=NC=CC(=C1)C1=CC=2C=NC(=CC2N1COCC[Si](C)(C)C)N[C@H]1COCC1